ClC=1C(=C(C(=CC1)C(F)F)C1=CN=CC(=N1)C(=O)NC=1C=NN(C1)CC=1C=NC(=NC1)N1[C@H](CC1)CO)F (R)-6-(3-Chloro-6-(difluoromethyl)-2-fluorophenyl)-N-(1-((2-(2-(hydroxymethyl)azetidin-1-yl)pyrimidin-5-yl)methyl)-1H-pyrazol-4-yl)pyrazine-2-carboxamide